C(C)C1(COC1)COCCCCCCCC 3-ethyl-3-((octoxy)methyl)oxetane